(E)-1-(4-Hydroxyphenyl)-3-[4-[[5-(2-hydroxyphenyl)-1,3,4-oxadiazol-2-yl]methoxy]-3-methoxyphenyl]prop-2-en-1-one OC1=CC=C(C=C1)C(\C=C\C1=CC(=C(C=C1)OCC=1OC(=NN1)C1=C(C=CC=C1)O)OC)=O